ClC1=C(C=C(C=C1)F)C1(NC(C=2C1=C(C=C1C=NN(C21)C)C2=C(C(=O)N)C=C(C=C2F)C(F)(F)F)=O)O (6-(2-chloro-5-fluorophenyl)-6-hydroxy-1-methyl-8-oxo-1,6,7,8-tetrahydropyrrolo[3,4-g]indazol-5-yl)-3-fluoro-5-(trifluoromethyl)benzamide